CC=1N=C(C(=NC1)C(=O)O)NC1=CC=C(C=C1)C(F)(F)F 5-methyl-3-[4-(trifluoromethyl)anilino]pyrazine-2-carboxylic acid